3-(bicyclo[1.1.1]pentan-1-yl)-1-((3,3-difluoro-1-methylcyclobutyl)methyl)-4-(trifluoromethyl)-1H-pyrazole-5-carboxylic acid C12(CC(C1)C2)C2=NN(C(=C2C(F)(F)F)C(=O)O)CC2(CC(C2)(F)F)C